9-hexadecen-1-ol C(CCCCCCCC=CCCCCCC)O